1-(5-(5-chloro-2-methoxypyridin-4-yl)-1H-pyrazole-3-carbonyl)-N-(3-chlorobenzyl)-3-methylpiperidine-4-carboxamide ClC=1C(=CC(=NC1)OC)C1=CC(=NN1)C(=O)N1CC(C(CC1)C(=O)NCC1=CC(=CC=C1)Cl)C